6-((Benzyl(ethyl)amino)methyl)-N4-(3-methoxyphenyl)pyrimidine-2,4-diamine C(C1=CC=CC=C1)N(CC)CC1=CC(=NC(=N1)N)NC1=CC(=CC=C1)OC